5-(difluoromethoxy)-1'-[2-({7-oxo-8-[(cis)-3-hydroxy-3-methylcyclobutyl]-7,8-dihydro-1,8-naphthyridin-3-yl}oxy)ethyl]-1,2-dihydrospiro[indole-3,4'-piperidin]-2-one FC(OC=1C=C2C(=CC1)NC(C21CCN(CC1)CCOC=1C=NC=2N(C(C=CC2C1)=O)C1CC(C1)(C)O)=O)F